CC1=CC=C(C=C1)N1C(CCC1=O)=O 4-N-(4-methylphenyl)succinimide